CN1N=CC=2C(=CC(=CC12)C)N 1,6-dimethyl-1H-indazol-4-amine